FC1=CC=C(C=C1)[C@H](C(=O)NC1=NC=CC(=C1)C1=C(C=2C(N(C=CC2N1)C)=O)C1=CC=C(C=C1)F)C (2R)-2-(4-fluorophenyl)-N-{4-[3-(4-fluorophenyl)-5-methyl-4-oxo-4,5-dihydro-1H-pyrrolo[3,2-c]pyridin-2-yl]pyridin-2-yl}propanamide